ClC1=C(C(=CC=C1)O)C(CCC(F)(F)F)=O 1-(2-chloro-6-hydroxy-phenyl)-4,4,4-trifluoro-butan-1-one